P(=O)([O-])([O-])[O-].[Ca+2].ClC1=CC=C(C(=N1)CS(=O)(=O)NS(=O)(=O)C)I.P(=O)([O-])([O-])[O-].[Ca+2].[Ca+2] (6-chloro-3-iodopyridin-2-yl)-N-(methylsulfonyl)methanesulfonamide calcium phosphate